O=C1N(C(CCC1C1=CC=C(C=C1)C1CCN(CC1)C(=O)OC(C)(C)C)=O)COCC[Si](C)(C)C tert-butyl 4-(4-(2,6-dioxo-1-((2-(trimethylsilyl)ethoxy)methyl) piperidin-3-yl)phenyl)piperidine-1-carboxylate